C(C)OC(=O)C(C)OC(C1=C(C(=CC=C1Cl)Cl)OC)=O 1-(ethoxycarbonyl)ethyl-3,6-dichloro-2-methoxybenzoate